formaldehyde titanium [Ti].C=O